Methyl((5-butoxy-4'-((2-isopropyl-1H-imidazol-1-yl) methyl)-[1,1'-biphenyl]-2-yl)sulfonyl)carbamate COC(NS(=O)(=O)C1=C(C=C(C=C1)OCCCC)C1=CC=C(C=C1)CN1C(=NC=C1)C(C)C)=O